methyl N-[4-[6-[(3-methoxyphenyl)-methyl-carbamoyl]imidazo[1,2-a]pyridin-3-yl]phenyl]carbamate COC=1C=C(C=CC1)N(C(=O)C=1C=CC=2N(C1)C(=CN2)C2=CC=C(C=C2)NC(OC)=O)C